FC1=CC(=C(C=C1NC(=O)C=1N=NC=C(C1)C(F)(F)F)B(O)O)C (4-fluoro-2-methyl-5-(5-(trifluoromethyl)pyridazine-3-carboxamido)phenyl)boronic acid